ammonium dihydrogen phosphate (sulfate) S(=O)(=O)([O-])[O-].P(=O)(O)(O)[O-].[NH4+].[NH4+].[NH4+]